ClC1=NN(C2=NC(=NC(=C21)NCC)Cl)COCC[Si](C)(C)C 3,6-dichloro-N-ethyl-1-(2-trimethylsilylethoxymethyl)pyrazolo[3,4-d]pyrimidin-4-amine